ClC=1C(=NC=CN1)C(C)NC(C1=CC(=CC(=C1)C(F)(F)F)C(F)(F)F)=O N-[1-(3-chloropyrazin-2-yl)ethyl]-3,5-bis(trifluoromethyl)benzamide